2-((S)-1-(4-(4-((4-cyano-2-fluorobenzyl)oxy)-5-fluoropyrimidin-2-yl)piperazine-1-yl)ethyl)-1-(((S)-oxetan-2-yl)methyl)-1H-benzo[d]imidazole-6-carboxylate C(#N)C1=CC(=C(COC2=NC(=NC=C2F)N2CCN(CC2)[C@@H](C)C2=NC3=C(N2C[C@H]2OCC2)C=C(C=C3)C(=O)[O-])C=C1)F